CC([O-])C.CC([O-])C.CC([O-])C.CC([O-])C.[Ti+4] titanium tetra(isopropoxide)